C(C)N1CCC(CC1)C=1N=NC2=CC(=CC(=C2C1)F)C=1C=C(C=2N(N1)C=C(N2)C)CCC 3-(1-Ethylpiperidin-4-yl)-5-fluoro-7-(2-methyl-8-propylimidazo[1,2-b]pyridazin-6-yl)cinnoline